C(C)OC(C[C@@H](C=1C(=C(C=C(C1F)C)C1=C(C=CC=C1F)Cl)F)N)=O (3S)-3-amino-3-(2'-chloro-2,4,6'-trifluoro-5-methyl-[1,1'-biphenyl]-3-yl)propionic acid ethyl ester